1-[2-(4-cyclopropyl-6-methoxy-pyrimidin-5-yl)-6-[[4-[1-cyclopropyl-4-(trifluoromethyl)imidazol-2-yl]-3-fluoro-phenyl]methoxy]pyrimidin-4-yl]ethanone C1(CC1)C1=NC=NC(=C1C1=NC(=CC(=N1)C(C)=O)OCC1=CC(=C(C=C1)C=1N(C=C(N1)C(F)(F)F)C1CC1)F)OC